C(C)(=O)OC1=C(C=CC=C1)OC(C)=O phenylene diacetate